NC=1N=CC(=NC1)N1C[C@@H](N(CC1)C(=O)OC(C)(C)C)C tert-butyl (2S)-4-(5-aminopyrazin-2-yl)-2-methylpiperazine-1-carboxylate